N1(CCCCC1)CCNC(=O)C1CCN(CC1)C1=C2N=CC=NC2=C(C=C1)C#N 1-(8-cyano-quinoxalin-5-yl)-piperidine-4-carboxylic acid (2-piperidin-1-yl-ethyl)-amide